OCC=1C=C(SC1)C1=NC=CC(=N1)NC1=NC=C(C(=C1)N1C[C@H](CCC1)O)C=1C=NN(C1)C1CCOCC1 (S)-1-(2-((2-(4-(hydroxymethyl)thiophen-2-yl)pyrimidin-4-yl)amino)-5-(1-(tetrahydro-2H-pyran-4-yl)-1H-pyrazol-4-yl)pyridin-4-yl)piperidin-3-ol